C(C(=C)C)(=O)OC(C)CC Sec-butyl methacrylate